1-ethyl-6-((3-phenylpropyl)amino)benzo[cd]indol-2(1H)-one C(C)N1C(C2=C3C(C(=CC=C13)NCCCC1=CC=CC=C1)=CC=C2)=O